FC(C1=CC=C(C=C1)C1=CN=C(N1)C(=O)O)(F)F 5-(4-(trifluoromethyl)phenyl)-1H-imidazole-2-carboxylic acid